O1CCN(CC1)C=1C2=C(N=C(N1)NC1=CC=NC=C1)C1=C(O2)N=CC=C1 4-morpholino-N-(pyridin-4-yl)pyrido[3',2':4,5]furo[3,2-d]pyrimidin-2-amine